BrC1=CC(=C(C=C1)NC1=C(C=C2C(=CN=NC2=C1F)C)C(=O)N1CC(C1)(O)[C@H]1NCCCC1)Cl 1-({7-[(4-bromo-2-chlorophenyl)amino]-8-fluoro-4-methylcinnolin-6-yl}carbonyl)-3-[(2S)-piperidin-2-yl]azetidin-3-ol